C(C)OC(=O)C=1NC2=CC=CC=C2C1C=1C=NC(=CC1)CN1CCOCC1 3-(6-(morpholin-4-ylmethyl)pyridin-3-yl)-1H-indole-2-carboxylic acid ethyl ester